ClC1=C(C=CC=C1)C1=C(C(=CC=C1)[N+](=O)[O-])I 2'-chloro-2-iodo-3-nitrobiphenyl